tert-butyl (R)-1-((pentafluorophenyl)sulfonyl)pyrrolidine-3-carboxylate FC1=C(C(=C(C(=C1S(=O)(=O)N1C[C@@H](CC1)C(=O)OC(C)(C)C)F)F)F)F